3-((3S,4S)-4-hydroxytetrahydrofuran-3-yl)-8-(pyridin-3-yl)-6-(6-(trifluoromethyl)pyridin-3-yl)pyrido[3,4-d]pyrimidin-4(3H)-one O[C@H]1[C@H](COC1)N1C=NC2=C(C1=O)C=C(N=C2C=2C=NC=CC2)C=2C=NC(=CC2)C(F)(F)F